2,2-dimethoxy-phenyl-ethanone COC1(C(C=CC=C1)C(C)=O)OC